methyl (S)-2-((1-(tert-butoxycarbonyl) piperidin-4-yl) methyl)-3-(oxetan-2-ylmethyl)-3H-imidazo[4,5-b]pyridine-5-carboxylate C(C)(C)(C)OC(=O)N1CCC(CC1)CC1=NC=2C(=NC(=CC2)C(=O)OC)N1C[C@H]1OCC1